C(C)(C)(C)OC(=O)N1CC2C(CC1)CC(C2)O 6-hydroxyhexahydro-1H-cyclopenta[C]pyridine-2(3H)-carboxylic acid tert-butyl ester